bis(carboxymethyl)-1,4,8,11-tetraazabicyclo[6.6.2]-hexadecane C(=O)(O)CN1CCN2CCCN(CCN(CCC1)CC2)CC(=O)O